2-{[(3-cyclopropyl-1,2,4-oxadiazol-5-yl)methyl]sulfanyl}-6-methylpyrimidin C1(CC1)C1=NOC(=N1)CSC1=NC(=CC=N1)C